3-(4-(azetidin-3-ylmethyl)benzyl)quinolin-2(1H)-one N1CC(C1)CC1=CC=C(CC=2C(NC3=CC=CC=C3C2)=O)C=C1